titanium isobutoxide isobutoxide CC(C)C[O-].CC(C)C[O-].[Ti+2]